CN(CCCNC(=O)C1CCN(CC1)C(C1=C(C=C(C=C1)NC=1C=2N(C=CN1)C(=CN2)C2=CC(=C(C=C2)OC)F)C)=O)C N-[3-(dimethylamino)propyl]-1-[4-[[3-(3-fluoro-4-methoxyphenyl)imidazo[1,2-a]pyrazin-8-yl]amino]-2-methylbenzoyl]piperidine-4-carboxamide